COC(=O)C1=C(C=2C(=NC(=CC2)CC2=C(C=CC=C2)F)N1C)C=C 6-(2-Fluorobenzyl)-1-methyl-3-vinyl-1H-pyrrolo[2,3-b]pyridine-2-carboxylic acid methyl ester